4-(2-hydroxyethylsulfonylamino)-2-(6-azaspiro[2.5]oct-6-yl)benzamide OCCS(=O)(=O)NC1=CC(=C(C(=O)N)C=C1)N1CCC2(CC2)CC1